CC=1C(=NC=C(C1)NC(C(=O)N1C(CCC(C1)C)C1=CC=C(C=C1)C1=CN=CS1)=O)NC(OC(C)(C)C)=O tert-Butyl (3-methyl-5-(2-(5-methyl-2-(4-(thiazol-5-yl)phenyl)piperidin-1-yl)-2-oxoacetamido) pyridin-2-yl)carbamate